(S)-tert-butyl 4-(2-ethoxy-2-oxoethyl)-3-(trifluoromethyl)piperazine-1-carboxylate C(C)OC(CN1[C@@H](CN(CC1)C(=O)OC(C)(C)C)C(F)(F)F)=O